FC=1C=C(C=C(C1)F)N1[C@@H](CCC1)CO (S)-(1-(3,5-difluorophenyl)pyrrolidin-2-yl)methanol